ONC(=O)C=1C=2CN(CC2C=CC1)C1=NC2=C(N1)C=C(C(=C2)C(F)(F)F)C2=CC=CC=C2 N-hydroxy-2-(6-phenyl-5-(trifluoromethyl)-1H-benzo[d]imidazol-2-yl)isoindoline-4-carboxamide